N(=[N+]=[N-])[C@H](C(=O)O)CC1=CC=C(C=C1)OS(=O)(=O)F (S)-2-azido-3-(4-((fluorosulfonyl)oxy)phenyl)propionic acid